C(C)N1[C@H]2CN([C@@H](C1)C2)C2CCN(CC2)C2=C(C=C(C(=C2)OC)NC2=NC=NC(=C2)N2OCC[C@@H]2C2=CC=CC=C2)NC(C=C)=O N-(2-(4-((1R,4R)-5-ethyl-2,5-diazabicyclo[2.2.1]heptane-2-yl)piperidine-1-yl)-4-methoxy-5-((6-((R)-3-phenylisoxazolidine-2-yl)pyrimidine-4-yl)amino)phenyl)acrylamide